tert-Butylphenylglycidylether C(C)(C)(C)C(C1CO1)(C1=CC=CC=C1)OC(C1CO1)(C(C)(C)C)C1=CC=CC=C1